2-((6-oxo-6H-benzo[c]benzopyran-3-yl)oxy)-N-(2-(thiophen-2-yl)ethyl)acetamide O=C1OC2=C(C3=C1C=CC=C3)C=CC(=C2)OCC(=O)NCCC=2SC=CC2